COCCN1N=C2N=C(N=C(C2=C1)S)C(F)(F)F 2-(2-methoxyethyl)-6-(trifluoromethyl)-2H-pyrazolo[3,4-d]pyrimidine-4-thiol